FC(C=1C=C(C=CC1)C1=CC=C2C(=N1)NN=C2)(F)F 6-[3-(trifluoromethyl)phenyl]-1H-pyrazolo[3,4-b]pyridine